N-((4-((9-(cyclopropylmethyl)-9H-purin-6-yl)oxy)phenyl)carbamothioyl)-4-methoxybenzamide C1(CC1)CN1C2=NC=NC(=C2N=C1)OC1=CC=C(C=C1)NC(=S)NC(C1=CC=C(C=C1)OC)=O